BrC=1C(=C(CCl)C=CN1)F 2-Bromo-3-fluoroisonicotinyl chloride